FC1=CC(=C(C=C1C1=CC=C(C=C1)O)O)C1=CC2=C(N=N1)N(N=N2)C2CC(NC(C2)(C)C)(C)C 6-Fluoro-4-[3-(2,2,6,6-tetramethylpiperidin-4-yl)-3H-[1,2,3]triazolo[4,5-c]pyridazin-6-yl][1,1'-biphenyl]-3,4'-diol